1-(3-((tert-butoxycarbonyl)oxy)-2,6-dimethylphenyl)-3-cyano-1H-pyrrole C(C)(C)(C)OC(=O)OC=1C(=C(C(=CC1)C)N1C=C(C=C1)C#N)C